FC1=CC=C(C=C1)\C=C\C(=O)C1=C(C=C(C(=C1)CN1C(CNCC1)CCO)OC)O 4-fluoro-2'-hydroxy-4'-methoxy-5'-(hydroxyethylpiperazin-1-yl)methyl-chalcone